2-amino-2-imidazo[1,2-a]pyrimidin-3-yl-acetonitrile NC(C#N)C1=CN=C2N1C=CC=N2